[Si](C1=CC=CC=C1)(C1=CC=CC=C1)(C(C)(C)C)OCC(CC#N)=O 4-((tert-butyldiphenylsilyl)oxy)-3-oxobutyronitrile